O1CCN(CC1)C1=NC=CC2=C1C=C(N2)C2=CC=C(NC(C(F)(F)F)C1CCNCC1)C=C2 4-(4-morpholino-1H-pyrrolo[3,2-c]pyridin-2-yl)-N-(2,2,2-trifluoro-1-(piperidin-4-yl)ethyl)aniline